tert-butyl-5'-(6-(methyl(1-methyl-1H-pyrazol-4-yl)amino)-1-(phenylsulfonyl)-1H-indol-3-yl)spiro[cyclopropane-1,3'-pyrrolo[2,3-b]pyridine] C(C)(C)(C)C=1C2(C=3C(=NC=C(C3)C3=CN(C4=CC(=CC=C34)N(C=3C=NN(C3)C)C)S(=O)(=O)C3=CC=CC=C3)N1)CC2